CSC1=CC=C(COC2=NN=C(S2)N)C=C1 5-((4-(methylthio)benzyl)oxy)-1,3,4-thiadiazol-2-amine